tert-Butyl (5-((3-(benzylthio)-6-methylpyridin-2-yl)oxy)pentyl)(4,4-difluorocyclohexyl)carbamate C(C1=CC=CC=C1)SC=1C(=NC(=CC1)C)OCCCCCN(C(OC(C)(C)C)=O)C1CCC(CC1)(F)F